3-Cyclopropyl-5-((2-fluoro-4-iodophenyl)amino)-6,8-dimethyl-1-(1-oxoisoindolin-5-yl)pyrido[4,3-d]pyrimidine-2,4,7(1H,3H,6H)-trione C1(CC1)N1C(N(C=2C(C1=O)=C(N(C(C2C)=O)C)NC2=C(C=C(C=C2)I)F)C=2C=C1CNC(C1=CC2)=O)=O